S(=O)(=O)(O)CC1=CC=C(C=C1)S(=O)(=O)[O-] sulfo-p-toluenesulfonate